acryloxypropyl-methoxydimethylsilane C(C=C)(=O)OCCC[Si](C)(C)OC